BrC1=CC=C2C(=CC=NC2=C1)NC1=CC(=CC(=C1)N1N=CC=C1)OC 7-Bromo-N-(3-Methoxy-5-(1H-pyrazol-1-yl)phenyl)quinolin-4-amine